CN1CCN(CC1)C(=O)C1=CC=C(C=C1)N1C=NC(=C1)NC=1N=CC(=NC1)C#N 5-((1-(4-(4-Methylpiperazine-1-carbonyl)phenyl)-1H-imidazol-4-yl)amino)pyrazine-2-carbonitrile